NCCN1CCC(CC1)C1=CC=C(C=2C(N=C3N(C12)C1=CC=CC=C1C3(C)C)=O)Cl (1-(2-aminoethyl)piperidin-4-yl)-4-chloro-7,7-dimethylindolo[1,2-a]quinazolin-5(7H)-one